ClC1=C2C(=NC=C1OC=1C=NN3C1C=CC=C3)N=C(N2C)NC=2C=C(C(=O)NCCN3CCOCC3)C=C(C2)C(F)(F)F 3-((7-chloro-1-methyl-6-(pyrazolo[1,5-a]pyridin-3-yloxy)-1H-imidazo[4,5-b]pyridin-2-yl)amino)-N-(2-morpholinoethyl)-5-(trifluoromethyl)benzamide